ClC=1C=C(C(=C(C1)C1=NC=NN2C1=CC(=C2)CN2C(C1C(C1C2=O)(C)C)=O)OCC2(CNCCC2)C)C 3-((4-(5-chloro-3-methyl-2-((3-methylpiperidin-3-yl)methoxy)phenyl)pyrrolo[2,1-f][1,2,4]triazin-6-yl)methyl)-6,6-dimethyl-3-azabicyclo[3.1.0]hexane-2,4-dione